COC1=NC=C(C(=N1)OC)C=1C=C(C=2N(N1)C(=CN2)F)[C@@H]2[C@H](C2)C=2C=NC(=NC2)C(F)(F)F 6-(2,4-dimethoxypyrimidin-5-yl)-3-fluoro-8-((1S,2S)-2-(2-(trifluoromethyl)pyrimidin-5-yl)cyclopropyl)imidazo[1,2-b]pyridazine